1-(cyclobutyl-methyl)-3-(2,4-dimethoxy-phenyl)-8-dimethylamino-8-phenyl-1,3-diazaspiro[4.5]decan-2-one C1(CCC1)CN1C(N(CC12CCC(CC2)(C2=CC=CC=C2)N(C)C)C2=C(C=C(C=C2)OC)OC)=O